iron-silicon aluminum chromium [Cr].[Al].[Si].[Fe]